(5S)-3-((2-((S)-(1-ethyl-1H-pyrazole-5-carboxamido)((1r,4S)-4-methylcyclohexyl)methyl)imidazo[1,2-b]pyridazin-7-yl)methyl)-2-oxo-5-(trifluoromethyl)pyrrolidine-3-carboxylic acid C(C)N1N=CC=C1C(=O)N[C@H](C=1N=C2N(N=CC(=C2)CC2(C(N[C@@H](C2)C(F)(F)F)=O)C(=O)O)C1)C1CCC(CC1)C